2,2-diphenyl-ethylamine C1(=CC=CC=C1)C(CN)C1=CC=CC=C1